BrC1=NN(C(=C1)Br)C1CCCCCC1 3,5-dibromo-1-cycloheptyl-1H-pyrazole